1-(2,5,8,11,14-pentaoxaicosanoyloxy)ethoxylphosphinic acid C(OCCOCCOCCOCCOCCCCCC)(=O)OC(OP(O)=O)C